2-chloro-N-[4-(4-methylpiperazin-1-yl)phenyl]pyrimidin-4-amine ClC1=NC=CC(=N1)NC1=CC=C(C=C1)N1CCN(CC1)C